tert-butyl (3R*,4R*)-4-amino-3-(3,5-dichlorophenyl)piperidine-1-carboxylate N[C@H]1[C@@H](CN(CC1)C(=O)OC(C)(C)C)C1=CC(=CC(=C1)Cl)Cl |o1:1,2|